(±)-1-fluorocyclohex-3-enecarboxylic acid ethyl ester C(C)OC(=O)[C@@]1(CC=CCC1)F |r|